C(C(=C)C)(=O)OCCC[Si](O)(C)C methacryloxypropyl-dimethyl-silanol